COC1=CC=C(COC=2N=CC3=CC(=CC=C3C2)N)C=C1 3-((4-methoxybenzyl)oxy)isoquinolin-7-amine